[(2-fluorophenyl)methyl]-7H-pyrrolo[2,3-d]pyrimidin-4-amine hydrochloride Cl.FC1=C(C=CC=C1)CC=1N=C(C2=C(N1)NC=C2)N